C(C1=CC=CC=C1)OC(CC=C(C(=O)O)CCCCCC)CCCCCCCCCCC 5-(benzyloxy)-2-hexylhexadec-2-enoic acid